6-fluoro-3-((3-fluorobenzyl)amino)-5-(4-methylpentan-2-yl)-4H-benzo[e][1,2,4]thiadiazine 1,1-dioxide FC=1C=CC2=C(NC(=NS2(=O)=O)NCC2=CC(=CC=C2)F)C1C(C)CC(C)C